cobalt manganese tin [Sn].[Mn].[Co]